C(CCCCCCC\C=C/CCCCCCCC)OC(CN(C)C)COCCCCCCCC\C=C/CCCCCCCC 2,3-dioleyloxy-N,N-dimethylpropylamine